COC(C1CCN(CC1)C1=CC(=C(C=C1)C1C(NC(CC1)=O)=O)F)OC 3-[4-[4-(Dimethoxymethyl)-1-piperidyl]-2-fluoro-phenyl]piperidine-2,6-dione